6-Cyano-N-(cyclobutylmethyl)-1H-indole-2-carboxamide C(#N)C1=CC=C2C=C(NC2=C1)C(=O)NCC1CCC1